C(N)(=O)C=1C=C(C(=C(OCCCC(=O)OC(C)(C)C)C1)NC\C=C\CN1/C(/SC2=C1C(=CC(=C2)C(N)=O)OC)=N/C(=O)C2=C(N=C(O2)C)CC)[N+](=O)[O-] tert-Butyl 4-(5-carbamoyl-2-(((E)-4-((Z)-6-carbamoyl-2-((4-ethyl-2-methyloxazole-5-carbonyl)imino)-4-methoxybenzo[d]thiazol-3(2H)-yl)but-2-en-1-yl)amino)-3-nitrophenoxy)butanoate